NC=1C2=C(N=CN1)N(C(=C2C2=CC(=C(C=C2)OC2=CC=CC=C2)OC)C#CC2CN(C2)[C@@H]2[C@@H](CN(CC2)C(C=C)=O)O)C 1-((3R,4S)-4-(3-((4-amino-5-(3-methoxy-4-phenoxyphenyl)-7-methyl-7H-pyrrolo[2,3-d]pyrimidin-6-yl)ethynyl)azetidin-1-yl)-3-hydroxypiperidin-1-yl)prop-2-en-1-one